C(C1=CC=CC=C1)OC[C@@H](C(=O)O)OC(CBr)=O (S)-3-(benzyloxy)-2-(2-bromoacetoxy)propanoic acid